[Si](C)(C)(C(C)(C)C)OC1C(CCOCC1)(O)CO 5-[(tert-butyldimethylsilyl)oxy]-4-(hydroxymethyl)oxepan-4-ol